5-bromo-cytosine BrC=1C(=NC(NC1)=O)N